5-[3-[(1R)-1-[4-(1,1-dideuterio-2,2,2-trifluoro-ethoxy)-2-pyridyl]-2,2-difluoro-ethoxy]-1-methyl-pyrazolo[3,4-c]pyridazin-5-yl]-1H-pyrimidine-2,4-dione [2H]C(C(F)(F)F)(OC1=CC(=NC=C1)[C@H](C(F)F)OC1=NN(C2=NN=C(C=C21)C=2C(NC(NC2)=O)=O)C)[2H]